7-((3,5-dimethylisoxazol-4-yl)amino)-4-(trifluoromethyl)-2H-benzopyran-2-one CC1=NOC(=C1NC1=CC2=C(C(=CC(O2)=O)C(F)(F)F)C=C1)C